N,N-diacetyl-methacrylamide C(C)(=O)N(C(C(=C)C)=O)C(C)=O